(S)-2-(5-(ethoxycarbonyl)-4-(4-((4-methylpyridin-2-yl)carbamoyl)phenyl)-1H-imidazol-2-yl)piperidine-1-carboxylic acid tert-butyl ester C(C)(C)(C)OC(=O)N1[C@@H](CCCC1)C=1NC(=C(N1)C1=CC=C(C=C1)C(NC1=NC=CC(=C1)C)=O)C(=O)OCC